FC(C(C(C(C(C(C)(C)F)=O)=O)(F)F)(F)F)(CC)F heptafluoro-dimethyl-octanedione